N1=CC(=C2COCCCN21)C2=CC=C(C=N2)S(=O)(=O)NC=2C(=CC=C1C=NN(C21)C)OC 6-(7,8-dihydro-4H,6H-pyrazolo[5,1-c][1,4]oxazepin-3-yl)-N-(6-methoxy-1-methyl-1H-indazol-7-yl)pyridine-3-sulfonamide